7-Chloro-9,9-dimethyl-9H-fluorene-3-carbonitrile ClC1=CC=C2C=3C=C(C=CC3C(C2=C1)(C)C)C#N